ClC1=C2C(=NNC2=CC=C1)N1[C@H](CC(C1)(F)F)C 4-chloro-3-[(2S)-4,4-difluoro-2-methyl-pyrrolidin-1-yl]-1H-indazole